F[C@H]1[C@@H](N(CC1)C(=O)[O-])C(=O)OC 2-methyl (2S,3R)-3-fluoropyrrolidine-1,2-dicarboxylate